7-chloro-3,3-dimethyl-5-(pyrimidin-5-yl)indolin-2-one ClC=1C=C(C=C2C(C(NC12)=O)(C)C)C=1C=NC=NC1